C(C)OC(OCC)[SiH2]CCCCN(C)CCCC[SiH2]C(OCC)OCC bis(4-diethoxymethylsilylbutyl)N-methylamine